C1(CC1)C=1N(C=2C(=NC=C(C2)C=2C=CN3N=CC=C(C32)OC)N1)CC1=CC(=NC=C1)F 2-cyclopropyl-1-((2-fluoropyridin-4-yl)methyl)-6-(4-methoxypyrrolo[1,2-b]pyridazin-5-yl)-1H-imidazo[4,5-b]pyridine